E-3-bromo-5-(3-hydroxypropyl)benzonitrile BrC=1C=C(C#N)C=C(C1)CCCO